CN1CC(C1)C(C)N1C(=NC2=C1CNC2)C=2C=C1C=NNC1=CC2 5-(1-(1-(1-Methylazetidin-3-yl)ethyl)-1,4,5,6-Tetrahydropyrrolo[3,4-d]imidazol-2-yl)-1H-Indazol